(R)-N-(4-(4-methylpiperazin-1-yl)phenyl)-4-(3-phenylisoxazolidin-2-yl)-7H-pyrrolo[2,3-d]pyrimidin-2-amine CN1CCN(CC1)C1=CC=C(C=C1)NC=1N=C(C2=C(N1)NC=C2)N2OCC[C@@H]2C2=CC=CC=C2